N-(3-(5-chloro-2-(difluoromethoxy)phenyl)-1H-pyrazol-4-yl)imidazo[1,2-c]pyrimidine-8-carboxamide ClC=1C=CC(=C(C1)C1=NNC=C1NC(=O)C=1C=2N(C=NC1)C=CN2)OC(F)F